ClC=1C=C2C3=C(NC2=CC1)C(N(CC3)C=3N=NC=C(N3)C(F)(F)F)CC(C)C 6-chloro-1-(2-methylpropyl)-2-[5-(trifluoromethyl)-1,2,4-triazin-3-yl]-2,3,4,9-tetrahydro-1H-pyrido[3,4-b]indole